N1=CC=C(C=C1)C=1C=NC=C(C1)C1=CC=NC=C1 3,5-bis(4-pyridyl)-pyridine